OC1(CCN(CC12CCCC2)C(=O)N(CC=2C=NC=CC2)C)CN2C=NC(=CC2=O)C2=CC=CC=C2 10-Hydroxy-N-methyl-10-((6-oxo-4-phenylpyrimidin-1(6H)-yl)methyl)-N-(pyridin-3-ylmethyl)-7-azaspiro[4.5]decane-7-carboxamide